(3S,5S)-5,7'-dimethyl-6'-(pyrimidin-2-yl)-3',4'-dihydro-1'H-spiro[pyrrolidine-3,2'-[1,8]naphthyridine]-1-carboxylic acid tert-butyl ester C(C)(C)(C)OC(=O)N1C[C@@]2(NC3=NC(=C(C=C3CC2)C2=NC=CC=N2)C)C[C@@H]1C